N-[3-[2-[tert-butyl(dimethyl)silyl]oxyethyl]-7-fluoro-3-hydroxyl-8-methyl-4-oxo-tetralin-5-yl]acetamide [Si](C)(C)(C(C)(C)C)OCCC1(CCC2=C(C(=CC(=C2C1=O)NC(C)=O)F)C)O